FC(CN1N=CC=2C1=NC(=CN2)N2CC(CC(C2)COC=2C(=NC=CC2)C(F)(F)F)OC)F 1-(2,2-difluoroethyl)-6-(3-methoxy-5-(((2-(trifluoromethyl)pyridin-3-yl)oxy)methyl)piperidin-1-yl)-1H-pyrazolo[3,4-b]pyrazine